FC1=C(OP(=O)(OC2=CC=CC=C2)N[C@@H](C)C(=O)OCCC(C)(C)C)C(=C(C(=C1F)F)F)F 3,3-dimethylbutyl ((perfluorophenoxy)(phenoxy)phosphoryl)-L-alaninate